N1(CCNCC1)CC1=CC=C(O1)C=1C=C2C(=CNC2=CC1)C(=O)NC1=CC=NC=C1 5-(5-(Piperazin-1-ylmethyl)furan-2-yl)-N-(pyridine-4-yl)-1H-indole-3-carboxamide